S1C(=NC2=C1C=CC=C2)SCCOB(O)O 2-[(2-benzothiazolyl)thio]ethyl-boric acid